[Si](C1=CC=CC=C1)(C1=CC=CC=C1)(C(C)(C)C)OCC(C)(C)C=1SC(=C(N1)C=1C(=C(C=CC1)NS(=O)(=O)C1=C(C=CC=C1F)F)F)C1=NC(=NC=C1)Cl N-(3-(2-(1-((tert-Butyldiphenylsilyl)oxy)-2-methylpropan-2-yl)-5-(2-chloropyrimidin-4-yl)thiazol-4-yl)-2-fluorophenyl)-2,6-difluorobenzenesulfonamide